6-(difluoromethyl)-3-(4-methoxypyrimidin-2-yl)imidazo[1,2-a]pyridine FC(C=1C=CC=2N(C1)C(=CN2)C2=NC=CC(=N2)OC)F